C1(CC1)C=1N=CN(C1)C=1C=C(C=C(C1)C(F)(F)F)NC(C1=CC(=C(C=C1)OC)C#CC1=CN=C2N1N=CC=C2)=O N-(3-(4-cyclopropyl-1H-imidazol-1-yl)-5-(trifluoromethyl)phenyl)-3-(imidazo[1,2-b]pyridazin-3-ylethynyl)-4-methoxybenzamide